(S)-N-(5-methyl-7-((3-methyloxetan-3-yl)ethynyl)-4-oxo-2,3,4,5-tetrahydrobenzo[b][1,4]oxazepin-3-yl)-4-phenoxypicolinamide CN1C2=C(OC[C@@H](C1=O)NC(C1=NC=CC(=C1)OC1=CC=CC=C1)=O)C=CC(=C2)C#CC2(COC2)C